3-(5-(methylthio)-4-(3,4,5-trichlorophenyl)-4H-1,2,4-triazol-3-yl)propan-1-ol methyl-(S)-4-amino-3-methoxy-5-((oxetan-2-ylmethyl)amino)benzoate CC1=C(C(=O)OCCCC2=NN=C(N2C2=CC(=C(C(=C2)Cl)Cl)Cl)SC)C=C(C(=C1OC)N)NC[C@H]1OCC1